FC(C(=O)[O-])(F)F.C[C@@H]1[NH2+]CC1 (S)-2-methylazetidinium trifluoroacetate